dichloromethyl-(ethyl)silane ethyl-(S,E)-4-(dimethylamino)pent-2-enoate C(C)OC(\C=C\[C@H](C)N(C)C)=O.ClC(Cl)[SiH2]CC